CC(CCCCCCCCCCCC(=O)O)O The molecule is an (omega-1)-hydroxy fatty acid that is myristic acid in which one of the methylene hydrogens at position 13 is replaced by a hydroxy group. It has a role as a human xenobiotic metabolite and a bacterial metabolite. It is an (omega-1)-hydroxy fatty acid and a long-chain fatty acid. It derives from a tetradecanoic acid. It is a conjugate acid of a 13-hydroxytetradecanoate.